Methyl {8-fluoro-2-[4-(4-fluorophenyl)-1-piperazinyl]-3-[3-(trifluoromethyl)phenyl]-3,4-dihydro-4-quinazolinyl}acetate FC=1C=CC=C2C(N(C(=NC12)N1CCN(CC1)C1=CC=C(C=C1)F)C1=CC(=CC=C1)C(F)(F)F)CC(=O)OC